1-methyl-2-(2-{[7-(5-methyl-1,2,4-oxadiazol-3-yl)isoquinolin-1-yl]amino}ethyl)-3-oxo-2,3-dihydro-1H-indazole-5-carboxylic acid ethyl ester C(C)OC(=O)C=1C=C2C(N(N(C2=CC1)C)CCNC1=NC=CC2=CC=C(C=C12)C1=NOC(=N1)C)=O